ClC=1C(=NC(=C(C1)F)C1=C(C=C(C=C1)C(F)(F)F)OC)C(=O)O 3-Chloro-5-fluoro-6-(2-methoxy-4-(trifluoromethyl)phenyl)picolinic acid